ClC=1C=CC2=C(C(=NC(CN2)OC(=O)C)C2=CC=CC=C2)C1 7-chloro-5-phenyl-3-acetoxyl-2,3-dihydro-1H-1,4-benzodiazepine